C(CC)\N=C\1/SCC(N1C1=C(C=CC=C1)C)=O 2-([Z]-propylimino)-3-o-tolyl-thiazolidin-4-one